4-(2-((S)-2-(o-tolyl)pyrrolidin-1-yl)-7-azaspiro[3.5]nonan-7-yl)benzamide C1(=C(C=CC=C1)[C@H]1N(CCC1)C1CC2(C1)CCN(CC2)C2=CC=C(C(=O)N)C=C2)C